tert-butyl 2-(1-(3-(2-((S)-2,2-dimethylcyclopropane-1-carbonyl)-6-(thiazole-5-carbonyl)-2,6-diazaspiro[3.4]octan-8-yl)-1,2,4-oxadiazol-5-yl)ethyl)hydrazine-1-carboxylate CC1([C@H](C1)C(=O)N1CC2(C1)CN(CC2C2=NOC(=N2)C(C)NNC(=O)OC(C)(C)C)C(=O)C2=CN=CS2)C